The molecule is a member of the class of 2-benzofurans that is 2-benzofuran-1(3H)-one in which all or the hydrogens attached to the benzene ring are replaced by chlorines. A fungicide used for the control of rice blast, it is not approved for use within the European Union. It has a role as a melanin synthesis inhibitor and an antifungal agrochemical. It is a propan-1-ol, a gamma-lactone, a tetrachlorobenzene and an organic heterobicyclic compound. It derives from a 2-benzofuran-1(3H)-one. C1C2=C(C(=C(C(=C2Cl)Cl)Cl)Cl)C(=O)O1